N-(6-fluoro-5-methylpyridin-3-yl)-5-(2-(((2R,3as,5S,6as)-hexahydro-2,5-methanopentalen-3a(1H)-yl)amino)-2-oxoacetyl)-1,2,4-trimethyl-1H-pyrrole-3-carboxamide FC1=C(C=C(C=N1)NC(=O)C1=C(N(C(=C1C)C(C(=O)NC12C[C@H]3CC2C[C@@H](C1)C3)=O)C)C)C